CC1=C(SC2=C1N=NC=C2NCC=2SC=CC2)C(=C)C 7-methyl-6-(prop-1-en-2-yl)-N-(thiophen-2-ylmethyl)thieno[3,2-c]pyridazin-4-amine